FC(S(=O)(=O)OC=1C=C(C=2N(C1)N=CC2C#N)C=2C=NC(=CC2)N2CC1N(C(C2)C1)CC=1C=NC(=CC1)OC)(F)F 3-cyano-4-(6-(6-((6-methoxypyridin-3-yl) methyl)-3,6-diazabicyclo[3.1.1]heptan-3-yl)pyridin-3-yl)pyrazolo[1,5-a]pyridine-6-yl trifluoromethanesulfonate